(R*)-5-(8-(7-Acetyl-3-ethyl-5,6,7,8-tetrahydroimidazo[1,5-a]pyrazin-1-yl)isoquinolin-3-yl)-N-(4-(2-(2,6-dioxopiperidin-3-yl)-1-oxoisoindolin-4-yl)but-3-yn-1-yl)picolinamide C(C)(=O)N1CC=2N(CC1)C(=NC2C=2C=CC=C1C=C(N=CC21)C=2C=CC(=NC2)C(=O)NCCC#CC2=C1CN(C(C1=CC=C2)=O)[C@H]2C(NC(CC2)=O)=O)CC |o1:45|